C1(=CC=CC2=CC=CC=C12)C(=O)OO.[NH4+] ammonium hydroxy naphthoate